C(C1=CC=CC=C1)C=1C(N=C2N(N1)C(\C(\S2)=C/C2=CC(=CC=C2)C(F)(F)F)=O)=O (E)-6-benzyl-2-(3-trifluoromethylbenzylidene)-2H-thiazolo[3,2-b]-1,2,4-triazine-3,7-dione